(S)-quinuclidin-3-yl (5-(4-butoxy-3,5-dimethylphenyl)-6-fluoro-2,2-dimethyl-2,3-dihydro-1H-inden-1-yl)carbamate C(CCC)OC1=C(C=C(C=C1C)C=1C=C2CC(C(C2=CC1F)NC(O[C@@H]1CN2CCC1CC2)=O)(C)C)C